tert-butyl 3-[3-[[5-[[(1S)-1-methoxycarbonyl-4,4-dimethyl-pentyl]carbamoyl]-2-pyridyl]oxy]phenoxy]azetidine-1-carboxylate COC(=O)[C@H](CCC(C)(C)C)NC(=O)C=1C=CC(=NC1)OC=1C=C(OC2CN(C2)C(=O)OC(C)(C)C)C=CC1